Cl.Cl.NC1CCC(CC1)N(C1=C2CN(C(C2=CC=C1)=O)C1C(NC(CC1)=O)=O)CCCN1CCOCC1 3-(4-(((1r,4r)-4-aminocyclohexyl)(3-morpholinopropyl)amino)-1-oxoisoindolin-2-yl)piperidine-2,6-dione dihydrochloride